CC1=C(C(=CC=C1)C)C1=NC=2NS(C=3C=CC=C(C(N([C@@H](COC(=C1)N2)CC(C)C)CCO)=O)C3)(=O)=O (11R)-6-(2,6-dimethylphenyl)-12-(2-hydroxyethyl)-11-isobutyl-2,2-dioxo-9-oxa-2λ6-thia-3,5,12,19-tetrazatricyclo[12.3.1.14,8]nonadeca-1(18),4(19),5,7,14,16-hexaen-13-one